N-[(6-Amino-2-pyridyl)sulfonyl]-6-(3-fluoro-5-isobutoxyphenyl)-2-[(5S)-2,2,5-trimethylpyrrolidin-1-yl]pyridin-3-carboxamid NC1=CC=CC(=N1)S(=O)(=O)NC(=O)C=1C(=NC(=CC1)C1=CC(=CC(=C1)OCC(C)C)F)N1C(CC[C@@H]1C)(C)C